O=C1NC(CCC1N1C(C2=CC=C(C=C2C1=O)N1CCC(CC1)C1CCN(CC1)CCOC1=CC=C(C=C1)\C(=C(\CC)/C1=CC=CC=C1)\C1=CC=C(C=C1)B(O)O)=O)=O (Z)-(4-(1-(4-(2-(1'-(2-(2,6-dioxopiperidin-3-yl)-1,3-dioxoisoindolin-5-yl)-[4,4'-bipiperidin]-1-yl)ethoxy)phenyl)-2-phenylbut-1-en-1-yl)phenyl)boronic acid